(2-Cyano-3-((2,3-dihydroimidazo[1,2-c]quinazolin-9-yl)oxy)-4,6-difluorophenyl)propane-1-sulfonamide C(#N)C1=C(C(=CC(=C1OC1=CC=2C=3N(C=NC2C=C1)CCN3)F)F)C(CC)S(=O)(=O)N